7-formyl-N-(4-isopropoxy-5-((3-methoxyphenyl)ethynyl)pyridin-2-yl)-3,4-dihydro-1,8-naphthyridine-1(2H)-carboxamide C(=O)C1=CC=C2CCCN(C2=N1)C(=O)NC1=NC=C(C(=C1)OC(C)C)C#CC1=CC(=CC=C1)OC